N-ethyl-2'-(furo[3,2-b]pyridin-6-yl)-5',6'-dihydrospiro[azetidine-3,4'-pyrrolo[1,2-b]pyrazole]-1-carboxamide C(C)NC(=O)N1CC2(CCN3N=C(C=C32)C=3C=C2C(=NC3)C=CO2)C1